CC1=CC=C(C=C1)S(=O)(=O)ON=C1C=2C=NN(C2CCC1)C1=NC=CC(=C1)CC1=CC(=CC(=C1)C(F)(F)F)F 1-(4-(3-fluoro-5-(trifluoromethyl)benzyl)pyridin-2-yl)-1,5,6,7-tetrahydro-4H-indazol-4-one O-p-toluenesulfonyl oxime